C1CC12CN(CCC2)C2CCN(CC2)C=2SC(=CN2)C(=O)NCC2=NC=C(C=C2F)F 2-[4-(5-azaspiro[2.5]oct-5-yl)piperidin-1-yl]-N-[(3,5-difluoropyridin-2-yl)methyl]-1,3-thiazol-5-carboxamide